C1=C(C=CC=2SC3=C(C21)C=CC=C3)[SiH](C3=CC=CC=C3)C3=CC=CC=C3 (dibenzo[b,d]thiophen-2-yl)diphenylsilane